tert-Butyl (trans-4-(2-(4-(2-fluoro-3-methoxyphenyl)piperazin-1-yl)ethyl)cyclohexyl)carbamate FC1=C(C=CC=C1OC)N1CCN(CC1)CC[C@@H]1CC[C@H](CC1)NC(OC(C)(C)C)=O